(2S,4R)-N-[2-amino-1-(3-bromophenyl)-2-oxo-ethyl]-1-[(2S)-2-(4-cyclopropyltriazol-1-yl)-3,3-dimethyl-butanoyl]-4-hydroxy-pyrrolidine-2-carboxamide NC(C(C1=CC(=CC=C1)Br)NC(=O)[C@H]1N(C[C@@H](C1)O)C([C@H](C(C)(C)C)N1N=NC(=C1)C1CC1)=O)=O